C1(CCCCC1)CN1[C@@H](C=2NC3=CC=CC=C3C2C[C@H]1C)C1=C(C=C(C=C1F)OCCN1CC(C1)CF)F (1R,3R)-2-(cyclohexylmethyl)-1-[2,6-difluoro-4-[2-[3-(fluoromethyl)azetidin-1-yl]ethoxy]phenyl]-3-methyl-1,3,4,9-tetrahydropyrido[3,4-b]indole